tert-butyl 4-(2-(4-methyl-3-(3-(9-(tetrahydro-2H-pyran-2-yl)-9H-purin-6-yl)pyridin-2-ylamino)phenylamino)-2-oxoethyl)-2-(trifluoromethyl)piperidine-1-carboxylate CC1=C(C=C(C=C1)NC(CC1CC(N(CC1)C(=O)OC(C)(C)C)C(F)(F)F)=O)NC1=NC=CC=C1C1=C2N=CN(C2=NC=N1)C1OCCCC1